C(C=1C(C(=O)O)=CC=CC1)(=O)NN([C@@H](C)CC)C(=O)O phthaloyl-aza-isoleucine